4-chloro-N-(1-(6-(2-ethylphenyl)pyridazin-3-yl)piperidin-3-yl)benzamide ClC1=CC=C(C(=O)NC2CN(CCC2)C=2N=NC(=CC2)C2=C(C=CC=C2)CC)C=C1